N-(3-(6-((1-ethyl-1H-pyrazol-4-yl)amino)-1H-pyrazolo[3,4-d]pyrimidin-4-yl)phenyl)acrylamide C(C)N1N=CC(=C1)NC1=NC(=C2C(=N1)NN=C2)C=2C=C(C=CC2)NC(C=C)=O